FC(C(=O)O)(F)F.NCCOCCC(=O)N(CCOCCOCC#C)CCOCCOCC#C 3-(2-aminoethoxy)-N,N-bis(2-(2-(prop-2-yn-1-yloxy)ethoxy)ethyl)propanamide trifluoroacetate